C(C)(C)(C)OC(=O)N1C2=C(OCC1)N=CC(=C2C)C=2C=CC(=C1C=NC(=NC21)N)Cl 7-(2-Amino-5-chloroquinazolin-8-yl)-8-methyl-2,3-dihydro-1H-pyrido[2,3-b][1,4]oxazine-1-carboxylic acid tert-butyl ester